5-ethynyl-N-(4-phenylbutyl)benzamide methyl-6-methoxy-8-(4-(2,2,2-trifluoroethyl)piperidin-1-yl)quinoline-3-carboxylate COC(=O)C=1C=NC2=C(C=C(C=C2C1)OC)N1CCC(CC1)CC(F)(F)F.C(#C)C=1C=CC=C(C(=O)NCCCCC2=CC=CC=C2)C1